1-(3-(4-(Cyclopropanecarbonyl)piperidine-1-carbonyl)-6,7-difluoroquinolin-4-yl)-4-methylpiperidine-4-carbonitrile C1(CC1)C(=O)C1CCN(CC1)C(=O)C=1C=NC2=CC(=C(C=C2C1N1CCC(CC1)(C#N)C)F)F